ClC=1C=C2C(=C(C(NC2=CC1)=O)C1=NN(C(C1)C1=CC=C(C=C1)OC)C)C 6-chloro-3-(5-(4-methoxyphenyl)-1-methyl-4,5-dihydro-1H-pyrazol-3-yl)-4-methylquinolin-2(1H)-one